BrCCCCOC(\C=C(/CCCCCCCCCC)\CCCCC)=O (Z)-4-Bromobutyl-3-pentyltrideca-2-enoate